Acetic acid [(2s,3s,4e,6s,7s,10s)-7,10-dihydroxy-3,7-dimethyl-2-[(2e,4e,6s)-6-methyl-7-[methyl (propyl) carbamoyl] oxyhept-2,4-dien-2-yl]-12-oxo-1-oxocyclododec-4-en-6-yl] ester O[C@@]1([C@H](/C=C/[C@@H]([C@H](C(C(C[C@H](CC1)O)=O)=O)\C(\C)=C\C=C\[C@@H](COC(N(CCC)C)=O)C)C)OC(C)=O)C